[(5R,7R,8R,9R,10R,13S,17S)-17-[(3R)-5-Hydroxyoxolan-3-yl]-4,4,8,10,13-pentamethyl-3,16-dioxo-6,7,9,11,12,17-hexahydro-5H-cyclopenta[a]phenanthren-7-yl] acetate C(C)(=O)O[C@@H]1C[C@H]2C(C(C=C[C@@]2([C@H]2CC[C@]3([C@@H](C(C=C3[C@]12C)=O)[C@@H]1COC(C1)O)C)C)=O)(C)C